C1(CCC1)CN1C(N(CC12CCC(CC2)(C2=CC=CC=C2)N(C)C)CC2=CC(=CC=C2)OC)=O 1-(cyclobutyl-methyl)-8-dimethylamino-3-[(3-methoxyphenyl)-methyl]-8-phenyl-1,3-diazaspiro[4.5]decan-2-one